(E)-1-(2,6-dimethoxypyridin-4-yl)-3-(5-methoxy-1H-indol-3-yl)-2-methylpropan-2-en-1-one COC1=NC(=CC(=C1)C(\C(=C\C1=CNC2=CC=C(C=C12)OC)\C)=O)OC